N-[(2,5-dichlorophenyl)-methyl]-5-oxo-1-[3-(trifluoromethyl)phenyl]pyrrolidine-3-carboxamid ClC1=C(C=C(C=C1)Cl)CNC(=O)C1CN(C(C1)=O)C1=CC(=CC=C1)C(F)(F)F